1,5-bis(5-aminobenzimidazole-1-yl)pentane NC1=CC2=C(N(C=N2)CCCCCN2C=NC3=C2C=CC(=C3)N)C=C1